8-(3-cyanocyclopentyl)-N-methyl-6,9-dioxo-5-(4-(trifluoromethyl)benzyl)-2,5,8-triazaspiro[3.5]nonane-2-carboxamide C(#N)C1CC(CC1)N1CC(N(C2(CN(C2)C(=O)NC)C1=O)CC1=CC=C(C=C1)C(F)(F)F)=O